N-(5-fluoro-3-nitropyridin-2-yl)benzenesulfonamide FC=1C=C(C(=NC1)NS(=O)(=O)C1=CC=CC=C1)[N+](=O)[O-]